FC1(CCN(CC1)CC1=CC(=CC(=C1)F)F)CC1CC2=C(S1(=O)=O)C=C(C(=C2)OC)OC ((4-fluoro-1-(3,5-difluorobenzyl)piperidin-4-yl)methyl)-5,6-dimethoxy-2,3-dihydrobenzo[b]thiophene 1,1-dioxide